(S)-5-(2-(2-((5-chloro-2-(1H-tetrazol-1-yl)phenyl)amino)-2-oxoacetamido)-5-(4-methylpiperazin-1-yl)-5-oxopentanoylamino)-1H-indole-1,2-dicarboxylic acid di-tert-butyl ester C(C)(C)(C)OC(=O)N1C(=CC2=CC(=CC=C12)NC([C@H](CCC(=O)N1CCN(CC1)C)NC(C(=O)NC1=C(C=CC(=C1)Cl)N1N=NN=C1)=O)=O)C(=O)OC(C)(C)C